O(C1=CC=CC=C1)C1=CC=C(C=C1)C=1C2=C(NN1)CN(C2)C#N 3-(4-Phenoxyphenyl)-4,6-dihydropyrrolo[3,4-c]pyrazole-5(1H)-carbonitrile